C(C=C)(=O)N1C[C@@H](N(CC1)C=1C2=C(N(C(N1)=O)C=1C(=NC=CC1SC)C(C)C)N=C(C(=C2)F)C2=C(C=CC=C2O)F)C 4-((S)-4-propenoyl-2-methylpiperazin-1-yl)-6-fluoro-7-(2-fluoro-6-hydroxyphenyl)-1-(2-isopropyl-4-(methylsulfanyl)pyridin-3-yl)pyrido[2,3-d]pyrimidin-2(1H)-one